ClC=1C=CC2=C([N+](N=N2)=C(N2CCOCC2)N(C)C)C1 6-chloro-1-((dimethylamino)(morpholino)methylene)-1H-benzotriazol-ium